CN1N=CC(=C1)C1=NC=C(C2=CC=CC=C12)OC1=CC=CC=C1 (1-methyl-1H-pyrazol-4-yl)-4-phenoxyisoquinoline